13-Hydroxy-octacosanoic acid OC(CCCCCCCCCCCC(=O)O)CCCCCCCCCCCCCCC